2-(2,4-difluorophenyl)-5-(trifluoromethyl)pyridine iridium [Ir].FC1=C(C=CC(=C1)F)C1=NC=C(C=C1)C(F)(F)F